(S)-4-(3-(5-fluoro-2-methoxypyridin-4-yl)-1H-pyrazole-5-carbonyl)-N-((2-(trifluoromethyl)pyridin-3-yl)methyl)-4-azaspiro[2.5]octane-7-carboxamide FC=1C(=CC(=NC1)OC)C1=NNC(=C1)C(=O)N1C2(CC2)C[C@H](CC1)C(=O)NCC=1C(=NC=CC1)C(F)(F)F